C(C)OC(=O)[C@H]1NC[C@H](CC1)O (2S,5S)-5-hydroxypiperidine-2-carboxylic acid ethyl ester